3-(2-(((6-bromopyrimidin-4-yl)amino)methyl)-6-cyclopropylimidazo[1,2-a]pyridin-8-yl)oxazolidin-2-one BrC1=CC(=NC=N1)NCC=1N=C2N(C=C(C=C2N2C(OCC2)=O)C2CC2)C1